2-cyanoethyl-2-n-undecylimidazolium trimellitate C(C=1C(C(=O)[O-])=CC(C(=O)[O-])=CC1)(=O)[O-].C(#N)CC[N+]1=C(NC=C1)CCCCCCCCCCC.C(#N)CC[N+]1=C(NC=C1)CCCCCCCCCCC.C(#N)CC[N+]1=C(NC=C1)CCCCCCCCCCC